5-bromo-1,1,4,4,6-pentamethyl-1,2,3,4-tetrahydronaphthalene BrC1=C2C(CCC(C2=CC=C1C)(C)C)(C)C